ethoxyethyl sulfate ammonium salt [NH4+].S(=O)(=O)(OCCOCC)[O-]